COC1=C2NC3=C(C=NC(NC=4C=CC=C(COCC(C=C1C1=NN(C=N1)C)=C2)C4)=N3)C(=O)OCC Ethyl 10-methoxy-11-(1-methyl-1,2,4-triazol-3-yl)-15-oxa-2,4,8,23-tetrazatetracyclo[15.3.1.13,7.19,13]tricosa-1(21),3(23),4,6,9,11,13(22),17,19-nonaene-6-carboxylate